N12CC3CCS3CC=CCCCCNCC3=CC=C(CCCC1)C2=C3 6-thia-1,14-diazatetracyclo[14.7.2.03,6.019,24]pentacosa-8,16,18,24-tetraene